CO[Si](C=C[Si](N1CCOCC1)(N1CCOCC1)N1CCOCC1)(OC)OC 1-trimethoxysilyl-2-tris(morpholino)silylethylene